4-{2-[(2R)-2-(2-methylphenyl)-4-(oxan-4-ylmethyl)piperazin-1-yl]-7-azaspiro[3.5]nonan-7-yl}-N-[(3R)-5-nitro-3-(oxan-4-yl)-3,4-dihydro-2H-1,4-benzoxazin-7-ylsulfonyl]benzamide CC1=C(C=CC=C1)[C@H]1N(CCN(C1)CC1CCOCC1)C1CC2(C1)CCN(CC2)C2=CC=C(C(=O)NS(=O)(=O)C1=CC3=C(N[C@@H](CO3)C3CCOCC3)C(=C1)[N+](=O)[O-])C=C2